Triisodecylphosphat C(CCCCCCC(C)C)OP(=O)(OCCCCCCCC(C)C)OCCCCCCCC(C)C